C(C)N([SiH2]CC[SiH2]N(CC)CC)CC 1,4-bis(diethylamino)-1,4-disilabutane